1-Trifluoromethyl-cyclopropanecarboxylic acid [(3R,5S)-5-methyl-1-(8-trifluoromethyl-quinolin-5-yl)-piperidin-3-yl]-amide C[C@H]1C[C@H](CN(C1)C1=C2C=CC=NC2=C(C=C1)C(F)(F)F)NC(=O)C1(CC1)C(F)(F)F